CC1=C(C=CC(=C1)N1C2=CC=CC=C2C=2C=CC=CC12)C1=C(C=C(C=C1)N1C2=CC=CC=C2C=2C=CC=CC12)C 9,9'-[2,2'-dimethyl-(1,1'-biphenyl)-4,4'-Diyl]bis-9H-carbazole